FC(CN(C(=O)C1=C(C=CC(=C1)F)C=1C=2N(C=C(C1)C1CN(C1)C(=O)OC(C)(C)C)C(=NC2)C)C(C)C)F Tert-butyl 3-(8-{2-[(2,2-difluoroethyl)(isopropyl)carbamoyl]-4-fluorophenyl}-3-methylimidazo[1,5-a]pyridin-6-yl)azetidine-1-carboxylate